FC1=CC=C(C(=C1OC1=NC2=CC=CC=C2C(N1C1=CC=CC=C1N1CCN(CC1)C(=O)[O-])=O)C)NS(=O)(=O)N1C[C@@H](CC1)F 4-[6-(6-fluoro-3-{[(3R)-3-fluoropyrrolidin-1-ylsulfonyl]amino}-2-methylphenoxy-4-oxoquinazolin-3-yl)phenyl]piperazine-1-carboxylate